O1C=NC=2N=CSC21 oxazolo[4,5-d]thiazole